Cl[Si](O[Si](Cl)(C)C)(C)C 1,3-dichlorotetramethyldisiloxane